(1-sec-Butyl-5-piperazin-1-yl-1H-pyrazolo[4,3-d]pyrimidin-7-yl)-((R)-cyclopropyl-quinolin-3-yl-methyl)-amine C(C)(CC)N1N=CC=2N=C(N=C(C21)N[C@@H](C=2C=NC1=CC=CC=C1C2)C2CC2)N2CCNCC2